C(C)(C)N1C(=NC(=C1)C(F)(F)F)C1=CC=C(C=O)C=C1 4-(1-isopropyl-4-(trifluoromethyl)-1H-imidazol-2-yl)benzaldehyde